B(C1=C2C(=CC=C1)C3=CC=CC=C3O2)(O)O 4-(dibenzofuranyl)boronic acid